OCCN(CCN(CCC[Si](OC)(OC)OC)CCO)CCC[Si](OC)(OC)OC bis(2-hydroxyethyl)-N,N'-bis(trimethoxysilylpropyl)ethylenediamine